N-(4-(3-(2-((2,3-dihydro-1H-inden-2-yl)amino)pyrimidin-5-yl)-1-oxa-2,8-diazaspiro[4.5]dec-2-ene-8-carbonyl)pyridin-2-yl)methanesulfonamide C1C(CC2=CC=CC=C12)NC1=NC=C(C=N1)C1=NOC2(C1)CCN(CC2)C(=O)C2=CC(=NC=C2)NS(=O)(=O)C